1-(2-(4-(4-(6-(1-iminoethyl)-1H-indol-2-yl)phenoxy)phenyl)-1H-indol-6-yl)-N-methylethan-1-imine N=C(C)C1=CC=C2C=C(NC2=C1)C1=CC=C(OC2=CC=C(C=C2)C=2NC3=CC(=CC=C3C2)C(C)=NC)C=C1